2-(4-ethoxyphenyl)-N-(4-(4-(6-((7-nitrobenzo[c][1,2,5]oxadiazol-4-yl)amino)hexanoyl)piperazin-1-yl)butyl)quinoline-4-carboxamide C(C)OC1=CC=C(C=C1)C1=NC2=CC=CC=C2C(=C1)C(=O)NCCCCN1CCN(CC1)C(CCCCCNC1=CC=C(C2=NON=C21)[N+](=O)[O-])=O